(pyrrolyl)(dimethyl)aluminum N1C(=CC=C1)[Al](C)C